tert-butyl 4-(3-chloro-4-(dimethylcarbamoyl)phenyl)-5,6-dihydropyridine-1(2H)-carboxylate ClC=1C=C(C=CC1C(N(C)C)=O)C1=CCN(CC1)C(=O)OC(C)(C)C